FC(C(COC(C(F)F)(F)F)(F)F)F 1,1,2,2-Tetrafluoro-3-(1,1,2,2-Tetrafluoroethoxy)propan